CP(ON1C(C(=CC=C1)C1=CC(=NO1)CC1=CC=C(C=C1)OC1=NC(=CC=C1)F)N)([O-])=O (2-amino-3-(3-(4-((6-fluoropyridin-2-yl) oxy) benzyl) isoxazol-5-yl) pyridin-1-yl) methylphosphonate